2-(7-bromo-4-isopropyl-1-oxo-pyrrolo[1,2-d][1,2,4]triazin-2-yl)acetic acid BrC=1C=C2N(C(=NN(C2=O)CC(=O)O)C(C)C)C1